2-(7-((1S,3R)-3-methyl-1-(4-methyl-4H-1,2,4-triazol-3-yl)cyclobutyl)-[1,2,4]triazolo[1,5-a]pyridin-5-yl)-6-(((S)-3-methylpiperidin-1-yl)methyl)-4-(trifluoromethyl)isoindolin-1-one CC1CC(C1)(C1=NN=CN1C)C1=CC=2N(C(=C1)N1C(C3=CC(=CC(=C3C1)C(F)(F)F)CN1C[C@H](CCC1)C)=O)N=CN2